C(C)(C)(C)C1=C([C-](C=C1)C1CCCC1)C(C)(C)C.[CH-]1C=CC=C1.[Fe+2] di-tert-butyl(cyclopentyl)ferrocene